FC(C(C=C)(O)C1=CC=C(C=C1)OCC1=CC=C(C=C1)OC)(F)F 1,1,1-trifluoro-2-(4-((4-methoxybenzyl)oxy)phenyl)but-3-en-2-ol